(1,2-ethanediyl)-bis(3,3,5,5-tetramethylpiperazinone) C(CN1C(C(NC(C1)(C)C)(C)C)=O)N1C(C(NC(C1)(C)C)(C)C)=O